1-(4-(4-amino-3-(4-aminophenyl)-1H-pyrazolo[3,4-d]pyrimidin-1-yl)piperidin-1-yl)-2-methylpropan-1-one NC1=C2C(=NC=N1)N(N=C2C2=CC=C(C=C2)N)C2CCN(CC2)C(C(C)C)=O